N-(3-bromo-5-methoxybenzyl)-2,2-dimethoxyethylamine BrC=1C=C(CNCC(OC)OC)C=C(C1)OC